5-Chloro-N4-(2-dimethylphosphorylphenyl)-N2-[3-(2-methylpyrimidin-4-yl)phenyl]pyrimidine-2,4-diamine ClC=1C(=NC(=NC1)NC1=CC(=CC=C1)C1=NC(=NC=C1)C)NC1=C(C=CC=C1)P(=O)(C)C